CC1=CC(=C(C=C1)OC)NC(=O)C N-(2-methoxy-5-methylphenyl)acetamide